4-((6-carbamoyl-4-(4-(4-fluorophenoxy)phenyl)pyridin-2-yl)(methyl)amino)benzoic acid C(N)(=O)C1=CC(=CC(=N1)N(C1=CC=C(C(=O)O)C=C1)C)C1=CC=C(C=C1)OC1=CC=C(C=C1)F